FC(C1CC=C(CC1)C=1C=CC=C2C=C(C=NC12)C(=O)OC)(F)F methyl 8-(4-(trifluoromethyl)cyclohex-1-en-1-yl)quinoline-3-carboxylate